C1(CC1)NC1=NC(=NC=C1C1CC1)NC1=CC=C2CCN(CC2=C1)C N4,5-dicyclopropyl-N2-(2-methyl-1,2,3,4-tetrahydroisoquinolin-7-yl)pyrimidine-2,4-diamine